FC1CN(C1)CCC=1C(=CC(=NC1)O)C(F)(F)F 5-(2-(3-Fluoroazetidin-1-yl)ethyl)-4-(trifluoromethyl)pyridin-2-ol